(1R,3S)-3-(3-{[(2-methoxypyridin-4-yl)acetyl]amino}-1H-pyrazol-5-yl)cyclopentyl(2,2-difluoroethyl)carbamate COC1=NC=CC(=C1)CC(=O)NC1=NNC(=C1)[C@@H]1C[C@@H](CC1)N(C([O-])=O)CC(F)F